Cl.N=1C=NN2C1C=C(C=C2)CC2=C(C=C(C=C2)NC2=NC=NC1=CC=C(C=C21)N2[C@H](CNCC2)C)C (S)-N-(4-([1,2,4]triazolo[1,5-a]pyridin-7-ylmethyl)-3-methylphenyl)-6-(2-methylpiperazin-1-yl)quinazolin-4-amine hydrochloride